C(C)(C)C1=C(C=C(C=C1)C=1OC2=C(N1)C=C(C=C2)C)OC 2-(4-Isopropyl-3-methoxyphenyl)-5-methylbenzoxazole